C1(=C(C=CC=C1)NC1=CC=C2C(=C1)N1C3=C2C=CC=C3C=3C=CC=CC13)C1=CC=CC=C1 N-([1,1'-biphenyl]-2-yl)indolo[3,2,1-jk]carbazol-6-amine